((4-(4,4-dimethyl-1-oxo-1,2,3,4-tetrahydroisoquinolin-6-yl)pyrimidin-2-yl)amino)-N,N-dimethylbenzenesulfonamide CC1(CNC(C2=CC=C(C=C12)C1=NC(=NC=C1)NC1=C(C=CC=C1)S(=O)(=O)N(C)C)=O)C